C(C1=CC=CC=C1)(=O)ON=C(C)C(CCCCC)=O octanedione 2-(O-benzoyloxime)